COC1=CC=C(CN2C(=NC=3C2=NC=CC3)CCC(=O)N[C@@H](C)C3=CC=C(C=C3)C)C=C1 3-[3-(4-Methoxy-benzyl)-3H-imidazo[4,5-b]pyridin-2-yl]-N-((S)-1-p-tolyl-ethyl)-propionamide